5-(3-Chloro-2-methylphenyl)-1-isopropyl-3,3,7-trimethyloctahydrobenzo[c]isoxazol ClC=1C(=C(C=CC1)C1CC2C(N(OC2(C)C)C(C)C)C(C1)C)C